C(C(O)CC(=O)OC(C1=CC=CC=C1)(OC)OC)(=O)OO hydroxyl dimethoxybenzyl malate